gamma-(methacryloyloxy)propyl-methyldimethoxysilane C(C(=C)C)(=O)OCCC[Si](OC)(OC)C